FCC=1C=C(C=C)C=CC1 3-(fluoromethyl)styrene